COC=1C=CC=2C3=C(C=NC2N1)COC(N3C=3C=C1CCN(CC1=CC3)C(=O)OC(C)(C)C)=O tert-butyl 6-(8-methoxy-2-oxo-2H-[1,3]oxazino[5,4-c][1,8]naphthyridin-1(4H)-yl)-3,4-dihydroisoquinoline-2(1H)-carboxylate